2-(1-(4-acryloyl-1-piperazinyl)-7-chloro-4-methoxy-6-phthalazinyl)-3-fluorophenol C(C=C)(=O)N1CCN(CC1)C1=NN=C(C2=CC(=C(C=C12)Cl)C1=C(C=CC=C1F)O)OC